4-bromo-3,5-dicyclopropylmethyl-1-methyl-1H-pyrazole BrC=1C(=NN(C1CC1CC1)C)CC1CC1